3-(3-chloro-2,4-difluorobenzoyl)-3-methylazetidine-1-carboxylic acid tert-butyl ester C(C)(C)(C)OC(=O)N1CC(C1)(C)C(C1=C(C(=C(C=C1)F)Cl)F)=O